N-(p-tolyl)dibenzo[b,d]furan-2-amine C1(=CC=C(C=C1)NC1=CC2=C(OC3=C2C=CC=C3)C=C1)C